(E)-6-(but-2-enyl)-4-(4,4,5,5-tetramethyl-1,3,2-dioxaborolan-2-yl)-1-tosyl-1H-pyrrolo[2,3-c]Pyridin-7(6H)-one C(\C=C\C)N1C(C2=C(C(=C1)B1OC(C(O1)(C)C)(C)C)C=CN2S(=O)(=O)C2=CC=C(C)C=C2)=O